6-(4-methoxyphenyl)-2-(methylthio)-8-(6-(trifluoromethoxy)pyridin-3-yl)pyrido[2,3-d]pyrimidin-7(8H)-one COC1=CC=C(C=C1)C1=CC2=C(N=C(N=C2)SC)N(C1=O)C=1C=NC(=CC1)OC(F)(F)F